C1(=C(C=CC2=CC=CC=C12)OC1=C(C=C(C=C1)CO)C=1C2=CC=CC=C2C=2C=CC=CC2C1)C1=C(C=CC2=CC=CC=C12)OC1=C(C=C(C=C1)CO)C=1C2=CC=CC=C2C=2C=CC=CC2C1 ([1,1'-binaphthalene]-2,2'-diylbis{oxy[3-(phenanthren-9-yl)-4,1-phenylene]})dimethanol